5-(bromomethyl)-2-(hydroxymethyl)phenol BrCC=1C=CC(=C(C1)O)CO